NC1=C(C(=O)NC23CCC(CC2)(CC3)O)C=C(C=N1)C1=CC=C(C=C1)C1(CCN(CC1)C(C)C)OCC 2-amino-5-(4-(4-ethoxy-1-isopropylpiperidin-4-yl)phenyl)-N-(4-hydroxybicyclo[2.2.2]oct-1-yl)nicotinamide